5-(5'-Cyclobutoxy-3,5,3'-trifluoro-biphenyl-4-yl)-hexanoic acid C1(CCC1)OC=1C=C(C=C(C1)C1=CC(=C(C(=C1)F)C(CCCC(=O)O)C)F)F